C1(=CC=CC=C1)C1=C(C2=C(SC3=C2C=CC=C3)C=C1)C1=NN=NC(=C1C1=C(C(=CC=3C2=CC=CC=C2CC13)C)C)C1=C(C=CC=C1)C1=CC=CC=C1 phenyl-[(biphenylyl)(dimethylfluorenyl)triazinyl]dibenzothiophene